4-(2,7-di(naphthalene-2-yl)-9H-carbazol-9-yl)benzonitrile C1=C(C=CC2=CC=CC=C12)C1=CC=2N(C3=CC(=CC=C3C2C=C1)C1=CC2=CC=CC=C2C=C1)C1=CC=C(C#N)C=C1